N1(CCCCC1)CCCCCCCCO 8-(piperidin-1-yl)-octane-1-ol